ethyl-5-[3-(3-methyl-5-nitropyridin-2-yl)-1,2,4-oxadiazol-5-yl]pentanoic acid C(C)C(C(=O)O)CCCC1=NC(=NO1)C1=NC=C(C=C1C)[N+](=O)[O-]